(R)-2-((2-hydroxyphenyl)(1H-indol-2-yl)methyl)-6-(1,2,3,6-tetrahydropyridin-4-yl)isoindolin-1-one OC1=C(C=CC=C1)[C@@H](N1C(C2=CC(=CC=C2C1)C=1CCNCC1)=O)C=1NC2=CC=CC=C2C1